sulphochromic acid S(=O)(=O)(O)[Cr](=O)(=O)(O)O